1-Boc-4-phenylamino-4-hydroxymethyl-piperidine sodium selenate [Se](=O)(=O)([O-])[O-].[Na+].C(=O)(OC(C)(C)C)N1CCC(CC1)(CO)NC1=CC=CC=C1.[Na+]